The molecule is a thiocyanate compound having a 2,4-dinitrophenyl group attached to the sulfur atom. It has a role as a hapten and a tolerogen. It is a member of thiocyanates and a C-nitro compound. C1=CC(=C(C=C1[N+](=O)[O-])[N+](=O)[O-])SC#N